OCC1N(CC1)C(=O)OCC1=CC=CC=C1 benzyl 2-(hydroxymethyl)azetidine-1-carboxylate